ClC1=CC=2C(C3C(C(N(C3C3=CC(=C(C=C3)OC)OC)CCCN(C)C)=O)(OC2C=C1)O)=O 7-Chloro-1-(3,4-dimethoxyphenyl)-2-(3-(dimethylamino)propyl)-3a-hydroxy-1,2,3a,9a-tetrahydrochromeno[2,3-c]pyrrole-3,9-dione